NC1=NC=CC(=N1)C1=C(C=C(C(=O)N)C=C1C)C 4-(2-aminopyrimidin-4-yl)-3,5-dimethylbenzamide